FC1=CC(=C(C=C1)N[C@@H](C)C=1C=C(C=C2C(N(C(=NC12)N1CCOCC1)C)=O)C)N1CCC(CC1)O (S)-8-(1-((4-fluoro-2-(4-hydroxypiperidin-1-yl)phenyl)amino)ethyl)-3,6-dimethyl-2-morpholinoquinazolin-4(3H)-one